BrC1=CC=C(OCC(CN2C(COCC2)=O)O)C=C1 4-[3-(4-bromo-phenoxy)-2-hydroxy-propyl]-morpholin-3-one